2,2-diethyl-2,3-dihydro-4H-pyrano[2,3-c]pyridin-4-one C(C)C1(CC(C=2C(=CN=CC2)O1)=O)CC